ClC1=CC=C(C=C1)[C@@]1(N(C(C2=CC(=CC(=C12)F)C(C)(C)O)=O)CC1=CC=C(C=N1)C#N)OCC1(CC1)C(C)O 6-{[(1R)-1-(4-chlorophenyl)-7-fluoro-1-{[1-(1-hydroxyethyl)cyclopropyl]methoxy}-5-(2-hydroxypropan-2-yl)-3-oxo-2,3-dihydro-1H-isoindol-2-yl]methyl}pyridine-3-carbonitrile